C(C)(C)(C)OC(=O)N1C[C@@H](CCC1)C(NC1=NN(C2=CC=C(C=C12)C1=C(C=C(C=C1)C(F)(F)F)Cl)C(C1=CC=CC=C1)(C1=CC=CC=C1)C1=CC=CC=C1)=O (3R)-3-({5-[2-chloro-4-(trifluoromethyl)phenyl]-1-trityl-1H-indazol-3-yl}carbamoyl)piperidine-1-carboxylic acid tert-butyl ester